CN(C(=O)C1CN(C1)C=1C=CC=2C3(C4=CC=C(C=C4OC2C1)N1CC(C1)C(N(C)C)=O)OC(C1=CC=C(C=C13)C(=O)OC)=O)C methyl 3',6'-bis(3-(dimethylcarbamoyl) azetidin-1-yl)-3-oxo-3H-spiro[isobenzofuran-1,9'-xanthene]-6-carboxylate